trans-4-(((trans-4-(6-Cyano-5-methoxy-pyridin-2-yl)cyclohexyl)methyl)(4-(2-cyclopropylthiazol-5-yl)pyridin-2-yl)-carbamoyl)cyclohexyl 3-hydroxy-azetidine-1-carboxylate OC1CN(C1)C(=O)O[C@@H]1CC[C@H](CC1)C(N(C1=NC=CC(=C1)C1=CN=C(S1)C1CC1)C[C@@H]1CC[C@H](CC1)C1=NC(=C(C=C1)OC)C#N)=O